6-chloro-1,2,3,4,4a,9a-hexahydromethanoanthraquinone ClC=1C=C2C(C3CCC4C(C3C(C2=CC1)=O)C4)=O